P(=O)(OCCNCC#C)(OCC[N+](C)(C)C)[O-] 2-(prop-2-yn-1-ylamino)ethyl (2-(trimethylammonio)ethyl) phosphate